O=C1NC(CCC1N1C(N(C2=C1C=CC(=C2F)N2CCC(CC2)CN2CCC(CC2)CC2CCN(CC2)C(=O)OC(C)(C)C)C(C)C)=O)=O tert-butyl 4-[[1-[[1-[1-(2,6-dioxo-3-piperidyl)-4-fluoro-3-isopropyl-2-oxo-benzimidazol-5-yl]-4-piperidyl]methyl]-4-piperidyl]methyl]piperidine-1-carboxylate